C(CCC)OC(C)COC(C)CO Dipropylenglycol n-Butyl ether